C(N)(OC(C(C)(C)C)(C1=CC=C(C=C1)OCC1=CC=CC=C1)C(C)(C)C)=O (S)-(tert-butyl 1-(4-(benzyloxy) phenyl)-2,2-dimethylpropyl) carbamate